CCCCCCCCCCCCCCCCCCCCCCCC(C(=O)N[C@@H](COP(=O)([O-])OCC[N+](C)(C)C)[C@@H]([C@@H](CCCCCCCCCCC(C)C)O)O)O The molecule is an N-acyl-4-hydroxy-15-methylhexadecasphinganine-1-phosphocholine in which the acyl group has 25 carbons and 0 double bonds and is 2-hydroxylated. It derives from a 15-methylhexadecaphytosphingosine.